O[C@@H]1[C@@H](CCCCC1)NC1=C(C(OC(=C1)C(=O)NC=1SC(=NN1)N1N=CC=C1C)=O)OC 4-(((cis)-2-hydroxycycloheptyl)amino)-3-methoxy-N-(5-(5-methyl-1H-pyrazol-1-yl)-1,3,4-thiadiazol-2-yl)-2-oxo-2H-pyran-6-carboxamide